1,2-dibutyl-4-(4,7-dihydroxy-1,3-benzodithiol-2-ylidene)pyrazolidine-3,5-dione C(CCC)N1N(C(C(C1=O)=C1SC2=C(S1)C(=CC=C2O)O)=O)CCCC